tert-butyl (3R,4R)-4-amino-3-fluoro-piperidine-1-carboxylate N[C@H]1[C@@H](CN(CC1)C(=O)OC(C)(C)C)F